1-(3-(4-methoxyphenyl)-1,2,4-oxadiazol-5-yl)-N-((1-(((S)-piperidin-3-yl)methyl)pyrrolidin-3-yl)methyl)piperidine-4-carboxamide COC1=CC=C(C=C1)C1=NOC(=N1)N1CCC(CC1)C(=O)NCC1CN(CC1)C[C@@H]1CNCCC1